2-[(1R)-5-{5-chloro-2-[(oxan-4-yl)amino]pyrimidin-4-yl}-1-methyl-3-oxo-2,3-dihydro-1H-isoindol-2-yl]-N-[(1S)-1-(3-fluoro-5-methoxyphenyl)-2-hydroxyethyl]acetamide ClC=1C(=NC(=NC1)NC1CCOCC1)C=1C=C2C(N([C@@H](C2=CC1)C)CC(=O)N[C@H](CO)C1=CC(=CC(=C1)OC)F)=O